2-methylsulfanyl-5-(2,6-dimethylphenyl)-5,6-dihydropyrido[2,3-d]pyrimidine-4,7(3H,8H)-dione CSC=1NC(C2=C(N1)NC(CC2C2=C(C=CC=C2C)C)=O)=O